[Na].C(CCC)OC(=O)NS(=O)(=O)C=1SC(=CC1C1=CC=C(C=C1)CN1C=NC=C1)CC(C)C N-butyloxycarbonyl-3-(4-imidazol-1-ylmethylphenyl)-5-iso-butyl-thiophene-2-sulfonamide sodium salt